C(CCCCCCCCCCCCCCCCC)(=O)OCC(COC(CCCCCCCCCCCCCCCCC)=O)NCCC(=O)O 3-((1,3-bis(stearoyloxy)propan-2-yl)amino)propionic acid